S(=O)(=O)(C1=CC=C(C)C=C1)C[N+]#[C-] TOSYLMETHYL ISOCYANIDE